N-[4-(3-chlorophenyl)thiazol-2-yl]-4-(dimethylamino)-N-[3-(trifluoromethyl)phenyl]Butyramide ClC=1C=C(C=CC1)C=1N=C(SC1)N(C(CCCN(C)C)=O)C1=CC(=CC=C1)C(F)(F)F